(5-methoxypyridin-3-yl)-3-(5-(3-(5,6,7,8-tetrahydro-1,8-naphthyridin-2-yl)propyl)-1H-pyrazol-1-yl)propionic acid COC=1C=C(C=NC1)C(C(=O)O)CN1N=CC=C1CCCC1=NC=2NCCCC2C=C1